COC=1C=C(C=CC(=O)NC(=N)N)C=C(C1OC)OC 3,4,5-trimethoxycinnamoylguanidine